NC1=C(SC2=NC(=CN=C21)C)C(=O)NC2CC=1C(=CC(=NC1CC2)N2CC1(OCCO1)C(C2)N)F 7-amino-N-(2-{9-amino-1,4-dioxa-7-azaspiro[4.4]nonan-7-yl}-4-fluoro-5,6,7,8-tetrahydroquinolin-6-yl)-3-methylthieno[2,3-b]pyrazine-6-carboxamide